N-methyl-5-(4-((6-oxo-7-vinyl-5,6-dihydro-1,5-naphthyridin-3-yl)methyl)piperazin-1-yl)Pyridinamide CNC(=O)C1=NC=C(C=C1)N1CCN(CC1)CC=1C=NC=2C=C(C(NC2C1)=O)C=C